2-bromo-1-(5-fluoropyridin-2-yl)ethan-1-one hydrobromide Br.BrCC(=O)C1=NC=C(C=C1)F